C(C1=CC=CC=C1)NC(C[N+]1(CCCCCC1)CC(=O)NC1=C(SC=C1C)C(NCC[N+](C)(C)C)=O)=O 1-(2-(benzylamino)-2-oxoethyl)-1-(2-((4-methyl-2-((2-(trimethylammonio)ethyl)carbamoyl)thiophen-3-yl)amino)-2-oxoethyl)azepan-1-ium